4-hydroxy-4-[5-oxo-7-(p-toluenesulfonyloxy)thiazolo[3,2-a]pyrimidin-2-yl]piperidine-1-carboxylic acid tert-butyl ester C(C)(C)(C)OC(=O)N1CCC(CC1)(C1=CN2C(=NC(=CC2=O)OS(=O)(=O)C2=CC=C(C)C=C2)S1)O